C(C=C)(=O)N1CCN(CC1)C1=C(C(=NC2=C(C(=C(C=C12)Cl)C1=CC=C(C2=C1N=C(S2)N)F)F)C#C)C#N 4-(4-propenoylpiperazin-1-yl)-7-(2-amino-7-fluorobenzo[d]thiazol-4-yl)-6-chloro-2-ethynyl-8-fluoroquinoline-3-carbonitrile